ClC=1N=NC(=CC1C(=O)NCCN1C=NC=C1)Cl 1-(2-{[(3,6-dichloropyridazin-4-yl)carbonyl]amino}ethyl)-1H-imidazole